[15NH2][C@@H](CCCCN)C(=O)O lysine-15N